(2-([(4-METHYLPYRIMIDIN-2-YL)SULFANYL]METHYL)PHENYL)BORANEDIOL CC1=NC(=NC=C1)SCC1=C(C=CC=C1)B(O)O